(4-isobutyl)phenylpropionitrile C(C(C)C)C1=CC=C(C=C1)C(C#N)C